NC1=C2CN(C(C2=CC=C1)=O)N1C(CCCC1=O)=O (4-amino-1-oxo-1,3-dihydro-2H-isoindol-2-yl)piperidine-2,6-dione